CC1=C(C=CC(=C1)C)C1=NC(=NC(=N1)C1=C(C=C(C=C1)C)C)C=1C=C(C=C(C1O)C(C)(C)C)CCC(=O)NCCO 3-(3-(4,6-bis(2,4-dimethylphenyl)-1,3,5-triazin-2-yl)-5-(tert-butyl)-4-hydroxyphenyl)-N-(2-hydroxyethyl)propionamide